N-((3-bromo-5-(trifluoromethyl)pyridin-2-yl)carbamothioyl)-5-isopropoxypicolinimidamide BrC=1C(=NC=C(C1)C(F)(F)F)NC(=S)NC(C1=NC=C(C=C1)OC(C)C)=N